5-Amino-4-(1-((4-cyanophenoxy)methyl)-4-oxo-4H-thieno[3,4-c]pyrrol-5(6H)-yl)-5-oxopentanoic acid NC(C(CCC(=O)O)N1CC=2C(C1=O)=CSC2COC2=CC=C(C=C2)C#N)=O